CC/C=C\\[C@@H]([C@@H](C1=C(C(=O)[C@@]2(O1)[C@H]([C@@](NC2=O)(C(=O)C3=CC=CC=C3)OC)O)C)O)O The molecule is a spirocyclic that is 1-oxa-7-azaspiro[4.4]non-2-ene-4,6-dione bearing 1,2-dihydroxyhex-3-en-1-yl, methyl, methoxy, benzoyl and hydroxy substituents at positions 2, 3, 8, 8 and 9 respectively. It has a role as a metabolite. It is an azaspiro compound, an oxaspiro compound and a lactam.